β-alanine t-butyl ester C(C)(C)(C)OC(CCN)=O